(3-ethyl-7-(2-(4-(6-fluorobenzothiophen-4-yl)piperazin-1-yl)ethyl)-2-oxoquinoline-1(2H)-yl)methyl hexanoate C(CCCCC)(=O)OCN1C(C(=CC2=CC=C(C=C12)CCN1CCN(CC1)C1=CC(=CC2=C1C=CS2)F)CC)=O